C(#N)C=1C=CC(=C(C1)C1=C(C(=C(C(=O)N)C=C1)OC)OC)N1CCC(CC1)OC1=C(C=C(C=C1)F)F 5-cyano-2-(4-(2,4-difluorophenoxy)piperidin-1-yl)phenyl-2,3-dimethoxybenzamide